The molecule is a long-chain fatty acid anion that is the conjugate base of elaidic acid; shown to exert detrimental effects on mitochondrial lipid composition and function. It is a conjugate base of an elaidic acid. CCCCCCCC/C=C/CCCCCCCC(=O)[O-]